4-hydroxy-7-(methylsulfanyl)-1-phenyl-1,6-naphthyridin-2-one OC1=CC(N(C2=CC(=NC=C12)SC)C1=CC=CC=C1)=O